Methyl (S)-3-(4-(tert-butoxy)phenyl)-2-(2-(1-(3-(3-fluorophenyl)propanoyl)piperidin-4-yl)acetamido)propanoate C(C)(C)(C)OC1=CC=C(C=C1)C[C@@H](C(=O)OC)NC(CC1CCN(CC1)C(CCC1=CC(=CC=C1)F)=O)=O